N1=CC=CC=2OCC(C=3N(C21)C=CN3)N 6,7-dihydroimidazo[1,2-d]pyrido[3,2-b][1,4]oxazepine-7-amine